benzyl (butyl) phthalate C(C=1C(C(=O)OCCCC)=CC=CC1)(=O)OCC1=CC=CC=C1